2-(3-chloro-4-fluorophenoxy)-1-(3-chloro-4-fluorophenyl)ethane-1-amine ClC=1C=C(OCC(N)C2=CC(=C(C=C2)F)Cl)C=CC1F